ONO.OC1(N=NN=N1)C1(N=NN=N1)O dihydroxy-5,5'-bitetrazole dihydroxyamine salt